COC1=CC2=C(C=C(S2)OB(O)O)C=C1 (6-methoxybenzothiophene-2-yl)boric acid